BrC=1C=C(C(=O)O)C(=CN1)N1CCC2(CC2)CC1 2-Bromo-5-(6-azaspiro[2.5]octan-6-yl)isonicotinic acid